(R)-3-(3-(2-bromopyridin-4-yl)isoxazol-5-yl)-3-hydroxy-1-methylpyrrolidin-2-one BrC1=NC=CC(=C1)C1=NOC(=C1)[C@]1(C(N(CC1)C)=O)O